FC(C(=O)O)(F)F.ClC=1C(=NC(=NC1)N[C@H]1CN(CC1)CCN1CCN(CC1)CC1CCN(CC1)C1=CC=C(C=C1)C1C(NC(CC1)=O)=O)C1=CNC2=CC=CC=C12 3-(4-(4-((4-(2-((R)-3-((5-chloro-4-(1H-indol-3-yl)pyrimidin-2-yl)amino)pyrrolidin-1-yl)ethyl)piperazin-1-yl)methyl)piperidin-1-yl)phenyl)piperidine-2,6-dione trifluoroacetate